COC(N[C@H](C(=O)NC=1C(N(C=CC1)CC1=NC2=C(N1)C=C(C=C2CCC(F)(F)F)F)=O)CC\C=C\C(N2CCCC2)=O)=O Methyl-(S,E)-(1-((1-((6-fluoro-4-(3,3,3-trifluoropropyl)-1H-benzo[d]imidazol-2-yl)methyl)-2-oxo-1,2-dihydropyridin-3-yl)amino)-1,7-dioxo-7-(pyrrolidin-1-yl)hept-5-en-2-yl)carbamat